2-bromoethyl-indole BrCCC=1NC2=CC=CC=C2C1